2-{3-[3-(1-methylcyclopropyl)piperazin-1-yl]-1,2,4-triazin-6-yl}-5-(1H-pyrazol-4-yl)phenol CC1(CC1)C1CN(CCN1)C=1N=NC(=CN1)C1=C(C=C(C=C1)C=1C=NNC1)O